beta-caprolactone C1(CC(CCC)O1)=O